Butyl (3-(4-((1H-imidazol-1-yl)methyl)phenyl)-4-fluoro-5-isobutylthiophen-2-yl)sulfonylcarbamate N1(C=NC=C1)CC1=CC=C(C=C1)C1=C(SC(=C1F)CC(C)C)S(=O)(=O)NC(OCCCC)=O